C(C(C(=C)C(=O)O)C(=O)O)C(=O)O But-3-ene-1,2,3-tricarboxylic acid